C(C)(C)(C)NCC(O)C1=C2C=NN(C2=C(C=C1)F)COCC[Si](C)(C)C (E)-2-(tert-butylamino)-1-(7-fluoro-1-((2-(trimethylsilyl)ethoxy)methyl)-1H-indazol-4-yl)ethan-1-ol